ethyl 5-[(3S)-3-hydroxyazepan-1-yl]-4-nitro-thiophene-2-carboxylate O[C@@H]1CN(CCCC1)C1=C(C=C(S1)C(=O)OCC)[N+](=O)[O-]